(1R,3S)-3-(5-{5-[2-(1,3-dioxolan-2-yl)-3-[(4-methoxyphenyl)methoxy]phenoxymethyl]-2-methylpyrazole-3-amido}-2H-pyrazol-3-yl)cyclopentyl N-isopropylcarbamate C(C)(C)NC(O[C@H]1C[C@H](CC1)C=1NN=C(C1)NC(=O)C=1N(N=C(C1)COC1=C(C(=CC=C1)OCC1=CC=C(C=C1)OC)C1OCCO1)C)=O